O(C1=CC=CC=C1)C1=CC=C(C=C1)C1=NN(C2=NC=NC(=C21)N)C2CCN(CC2)CC2CN(CC2)CC2CCNCC2 3-(4-phenoxyphenyl)-1-(1-((1-(piperidin-4-ylmethyl)pyrrolidin-3-yl)methyl)piperidin-4-yl)-1H-pyrazolo(3,4-d)pyrimidin-4-amine